ClC=1C=C(C=CC1F)N1C[C@@H](CC1=O)C(=O)NC=1C=C(NN1)C1CC1 (R)-1-(3-chloro-4-fluorophenyl)-N-(3-cyclopropyl-2H-pyrazol-5-yl)-5-oxopyrrolidine-3-carboxamide